FC(C(=O)O)(C(C)C)F 2,2-DIFLUORO-3-METHYLBUTYRIC ACID